((1r,3r)-3-((4-(4-(1-(pentan-3-yl)-1H-pyrazol-4-yl)pyrazolo[1,5-a]pyrazin-6-yl)-1H-pyrazol-1-yl)methyl)cyclobutyl)methanol CCC(CC)N1N=CC(=C1)C=1C=2N(C=C(N1)C=1C=NN(C1)CC1CC(C1)CO)N=CC2